4-((1R,5S)-3,8-diazabicyclo[3.2.1]octan-8-yl)-7-(8-ethylnaphthalen-1-yl)-6,8-difluoro-2-(((2R,7aS)-2-fluorotetrahydro-1H-pyrrolizin-7a(5H)-yl)methoxy)quinazoline Copper bis-salicylate C(C=1C(O)=CC=CC1)(=O)[O-].C(C=1C(O)=CC=CC1)(=O)[O-].[Cu+2].[C@H]12CNC[C@H](CC1)N2C2=NC(=NC1=C(C(=C(C=C21)F)C2=CC=CC1=CC=CC(=C21)CC)F)OC[C@]21CCCN1C[C@@H](C2)F